C(C)(C)(C)OC(NC1CCC(CC1)C=1N=NC=CC1)=O (4-(Pyridazin-3-yl)cyclohexyl)carbamic acid tert-butyl ester